lithium phosphate phosphorus [P+3].P(=O)([O-])([O-])[O-].[Li+]